1-(1-(4-(3-(6-methoxypyridin-3-yl)-1H-pyrrolo[2,3-b]pyridin-5-yl)phenyl)ethyl)piperidin-3-ol COC1=CC=C(C=N1)C1=CNC2=NC=C(C=C21)C2=CC=C(C=C2)C(C)N2CC(CCC2)O